CC=1C=CC(=C2C=CC(=NC12)C(=O)OC)C1=NC=CC=C1 methyl 8-methyl-5-(pyridin-2-yl)quinoline-2-carboxylate